(1S,2R)-2-((S)-5-Chloro-8-((5-(difluoromethyl)-1-methyl-1H-1,2,3-triazol-4-yl)methoxy)-7-fluoro-1-((3-oxomorpholino)methyl)-1,2,3,4-tetrahydroisochinolin-2-carbonyl)-1-methylcyclohexan ClC1=C2CCN([C@@H](C2=C(C(=C1)F)OCC=1N=NN(C1C(F)F)C)CN1C(COCC1)=O)C(=O)[C@H]1[C@H](CCCC1)C